methyl-ammonium cesium [Cs+].C[NH3+]